NC(C)(C)C1=CC(=NC(=C1)C1=CC=C(C=C1)C(F)(F)F)OC1[C@@H]2CN(C[C@H]12)C(=O)C1=CC(=NN1C)C1=NC=CC=N1 ((1R,5S,6s)-6-((4-(2-aminopropan-2-yl)-6-(4-(trifluoromethyl)phenyl)pyridin-2-yl)oxy)-3-azabicyclo[3.1.0]hexan-3-yl)(1-methyl-3-(pyrimidin-2-yl)-1H-pyrazol-5-yl)methanone